COC([C@@H](NC([C@H]1N(CCC1)C([C@@H](NC(=O)OC(C)(C)C)CC1=CC=CC=C1)=O)=O)CC[Se]C)=O N-tert-butoxycarbonylphenylalanyl-prolyl-selenomethionine methyl ester